CC(=CCCCCCCCC(=O)OCCCCCCCBr)C 7-bromoheptyl 10-methyl-9-undecenoate